C(C)OC=1C(=C(C(=O)O)C=CC1C(NS(=O)(=O)N1CCCCC1)=O)F 3-ethoxy-2-fluoro-4-((piperidin-1-ylsulfonyl)carbamoyl)benzoic acid